O1SC(CC1)C(=O)N Oxathiolanecarboxamide